Cl.Cl.N1=C(C=CC=C1)C(=O)N pyridine-2-carboxamide 2HCl